N-[(3S)-5-methyl-4-oxo-2,3-dihydro-1,5-benzoxazepin-3-yl]-8-(trifluoromethyl)-5,6,7,8-tetrahydro-[1,2,4]triazolo[1,5-a]pyrazine-2-carboxamide CN1C([C@H](COC2=C1C=CC=C2)NC(=O)C2=NN1C(C(NCC1)C(F)(F)F)=N2)=O